C(CCCCC(C)(C)C)(=O)[O-] neononanoate